ClC1=C2C(N3C(=NC2=CC=C1)[C@H]1CCCN([C@@H]1CC3)C)=O (4aR,13bS)-9-chloro-4-methyl-1,2,3,4,4a,5,6,13b-octahydro-8H-[1,6]naphthyridino[5,6-b]quinazolin-8-one